O1C=2C(OCC1COCCCC(S(=O)(=O)[O-])C)=CSC2.[K+] potassium 4-[(2,3-dihydrothieno[3,4-b]-[1,4]dioxin-2-yl) methoxy]-1-methyl-1-butanesulfonate